3-[[1-[5-acetyl-6-(3-cyano-5-methyl-pyrazol-1-yl)-2-pyridyl]benzimidazol-5-yl]amino]-N,N,6-trimethyl-pyridazine-4-carboxamide C(C)(=O)C=1C=CC(=NC1N1N=C(C=C1C)C#N)N1C=NC2=C1C=CC(=C2)NC=2N=NC(=CC2C(=O)N(C)C)C